2-(2,3-dihydro-1H-inden-5-yl)acetic acid C1CCC2=CC(=CC=C12)CC(=O)O